2-(methylsulfonyl)-1-(2-(4-phenyl-1H-imidazol-2-yl)piperidin-1-yl)propan-1-one CS(=O)(=O)C(C(=O)N1C(CCCC1)C=1NC=C(N1)C1=CC=CC=C1)C